tert-butyl (R)-3-(3-chloro-2-tolyl)-3-(1-methyl-2-oxo-7-quinolylamino)-1-pyrrolidinecarboxylate ClC=1C(=C(C=CC1)C)[C@]1(CN(CC1)C(=O)OC(C)(C)C)NC1=CC=C2C=CC(N(C2=C1)C)=O